4-(4-(3-(3-tert-butyl-1-(quinolin-6-yl)-1H-pyrazol-5-yl)-2-oxotetrahydroimidazol-1-yl)-3-fluorophenoxy)-N-methylpyridine-2-carboxamide C(C)(C)(C)C1=NN(C(=C1)N1C(N(CC1)C1=C(C=C(OC2=CC(=NC=C2)C(=O)NC)C=C1)F)=O)C=1C=C2C=CC=NC2=CC1